N=C1N[C@@](CS(C1(C)C)(=O)=O)(C1=CC2=C(SC3=C2C=C(C=C3)[C@@H]3[C@H](C3)C)C=C1)C (R)-3-Imino-2,2,5-trimethyl-5-(8-((1S,2S)-2-methylcyclopropyl)dibenzo[b,d]thiophen-2-yl)thiomorpholine 1,1-dioxide